rac-5-(2-chloroacetamido)-3,3-difluoro-4-hydroxypiperidine-1-carboxylic acid tert-butyl ester C(C)(C)(C)OC(=O)N1CC(C(C(C1)NC(CCl)=O)O)(F)F